O[C@H](CNC(=O)C1=NC(=NC(=C1)NC1CC2(C1)CCC2)N2CCCCC2)[C@H]2NCC1=CC(=CC=C1C2)O N-[(2R)-2-hydroxy-2-[(3S)-7-hydroxy-1,2,3,4-tetrahydroisoquinolin-3-yl]ethyl]-2-(1-piperidyl)-6-(spiro[3.3]heptan-2-ylamino)pyrimidine-4-carboxamide